C(CCCCCCCCCCC)(=O)OC(C)C(CCC1C(C(=CC1)C)(C)C)C 3-methyl-5-(2,2,3-trimethylcyclopent-3-en-1-yl)pentan-2-yl dodecanoate